C(C)(C)(C)OC(=O)N1C(C(C2=CC=CC=C12)(C)C)C#N cyano-3,3-dimethylindoline-1-carboxylic acid tert-butyl ester